Tert-butyl (2S)-4-hydroxy-4-(3-hydroxypropyl)-2-(4-(methoxycarbonyl) phenyl)piperidine-1-carboxylate OC1(C[C@H](N(CC1)C(=O)OC(C)(C)C)C1=CC=C(C=C1)C(=O)OC)CCCO